C(#N)C(C(=O)OC(C)CCCCC)=C 2-heptyl 2-cyanoacrylate